6-(1-hydroxy-4-oxocyclohexyl)pyridine-3-carbonitrile OC1(CCC(CC1)=O)C1=CC=C(C=N1)C#N